2-bromo-N-(5-(3,5-difluorobenzyl)thiazol-2-yl)butanamide BrC(C(=O)NC=1SC(=CN1)CC1=CC(=CC(=C1)F)F)CC